FC1=CC=C(C=C1)N1C(CC1C(=O)O)=O 1-(4-fluorophenyl)-2-oxoazetidine-4-carboxylic acid